[Cr](=O)(=O)([O-])O[Cr](=O)(=O)[O-].[Na+].[Cr+3].[Cr](=O)(=O)([O-])O[Cr](=O)(=O)[O-] chromium sodium dichromate